diethylene glycol monooctyl ether C(CCCCCCC)OCCOCCO